4-(2-azidoethoxy)benzoic acid N(=[N+]=[N-])CCOC1=CC=C(C(=O)O)C=C1